2-fluoro-3,4-dimethoxyaniline FC1=C(N)C=CC(=C1OC)OC